ClC=1C=C2C3=C(NC2=CC1)[C@@H](N(CC3)C(=O)OC3=CC=C(C=C3)Cl)C3=CC=C(C=C3)OC 4-chlorophenyl (S)-6-chloro-1-(4-methoxyphenyl)-1,3,4,9-tetrahydro-2H-pyrido[3,4-b]indole-2-carboxylate